(S)-N-(1-hydroxy-3-methoxypropan-2-yl)-8-(spiro[2.5]oct-5-en-6-yl)quinoline-3-carboxamide OC[C@@H](COC)NC(=O)C=1C=NC2=C(C=CC=C2C1)C1=CCC2(CC2)CC1